C1=CN(C(=O)N=C1N)[C@]2([C@@H]([C@@H]([C@H](O2)CO)O)O)N=N[C@@]3([C@@H]([C@@H]([C@H](O3)CO)O)O)N4C=CC(=NC4=O)N azocytidine